FC1=CC=C(OC2=CC=C(C=C2)C2CN(C2)C(=O)N2CC(CC2)N2N=NN=C2)C=C1 (+)-[3-[4-(4-Fluorophenoxy)phenyl]azetidin-1-yl]-[3-(tetrazol-1-yl)pyrrolidin-1-yl]methanone